COC1=C2C=C(NC2=CC=C1)C(=O)N1C(C2C(C1)CCC2)C(=O)N[C@H](C=O)CN2C(NC=C2)=O 2-(4-methoxy-1H-indole-2-carbonyl)-N-((S)-1-oxo-3-(2-oxo-2,3-dihydro-1H-imidazol-1-yl)propan-2-yl)octahydrocyclopenta[c]pyrrole-1-carboxamide